5-methoxybenzo[1,2-b:4,3-b']dithiophene-2-carboxylic acid COC1=CC=2SC(=CC2C2=C1SC=C2)C(=O)O